1-[[4-[3-(aminomethyl)pyrrolidin-1-yl]-2-[2-fluoro-4-(trifluoromethyl)phenyl]pyrimidin-5-yl]methyl]-3-phenyl-urea NCC1CN(CC1)C1=NC(=NC=C1CNC(=O)NC1=CC=CC=C1)C1=C(C=C(C=C1)C(F)(F)F)F